(S)-3-((S)-sec-Butyl)-N-methyl-2-oxo-1,2,3,5-tetrahydro-4H-benzo[e][1,4]diazepine-4-carboxamide [C@H](C)(CC)[C@@H]1N(CC2=C(NC1=O)C=CC=C2)C(=O)NC